3-((2-methoxyethyl)(methyl)amino)-4-((4-(5-(trifluoromethyl)-1,2,4-oxadiazol-3-yl)phenyl)amino)cyclobut-3-ene-1,2-dione COCCN(C=1C(C(C1NC1=CC=C(C=C1)C1=NOC(=N1)C(F)(F)F)=O)=O)C